5-chloro-N-((1r,4r)-4-((2-oxo-1-(quinolin-6-yl)-1H-imidazo[4,5-b]pyridin-3(2H)-yl)methyl)cyclohexyl)-2-(trifluoromethyl)nicotinamide ClC=1C=NC(=C(C(=O)NC2CCC(CC2)CN2C(N(C=3C2=NC=CC3)C=3C=C2C=CC=NC2=CC3)=O)C1)C(F)(F)F